3-(5-(2-fluoro-4-(trifluoromethyl)phenyl)thiophen-2-yl)-6-methoxy-3,4-dihydroacridine-1,9(2H,10H)-dione FC1=C(C=CC(=C1)C(F)(F)F)C1=CC=C(S1)C1CC(C=2C(C3=CC=C(C=C3NC2C1)OC)=O)=O